4-(2,5-Diazabicyclo[2.2.2]octan-2-yl)-7-(7,8-difluoro-3-hydroxynaphthalen-1-yl)-2-(((S)-1-methylpyrrolidin-2-yl)methoxy-d2)pyrimido[4,5-d]pyridazin-8(7H)-one C12N(CC(NC1)CC2)C2=NC(=NC=1C(N(N=CC12)C1=CC(=CC2=CC=C(C(=C12)F)F)O)=O)OC([2H])([2H])[C@H]1N(CCC1)C